2-(tert-butyl)-N-(2'-(rac-(syn)-4,4-difluoro-2-methylcyclohexyl)-3-fluoro-[2,4'-bipyridin]-3'-yl)pyrimidine-5-carboxamide C(C)(C)(C)C1=NC=C(C=N1)C(=O)NC=1C(=NC=CC1C1=NC=CC=C1F)C1C(CC(CC1)(F)F)C